9-ethyl-6,6-dimethyl-11-oxo-8-(1-(piperidin-4-yl)-1H-pyrazol-4-yl)-6,11-dihydro-5H-benzo[b]carbazole-3-carbonitrile C(C)C1=CC2=C(C(C=3NC4=CC(=CC=C4C3C2=O)C#N)(C)C)C=C1C=1C=NN(C1)C1CCNCC1